ClC=1C=CC2=C(N=CO2)C1 5-chloro-(benzoxazol)